C(=O)(O)C=1C=C(C(=O)[O-])C=CC1C(=O)O 3,4-dicarboxybenzoate